6-(2,7-dimethyl-2H-indazol-5-yl)-2-(piperidin-4-yl)-1,3-benzothiazole CN1N=C2C(=CC(=CC2=C1)C1=CC2=C(N=C(S2)C2CCNCC2)C=C1)C